BrC1=C(C=C(OC2CCC(CC2)OCCCN2CCN(CC2)C2=CC=C3C(=N2)N(N=C3C3C(NC(CC3)=O)=O)C)C=C1)C 3-(6-(4-(3-(((1r,4r)-4-(4-bromo-3-methylphenoxy)cyclohexyl)oxy)propyl)piperazin-1-yl)-1-methyl-1H-pyrazolo[3,4-b]pyridin-3-yl)piperidine-2,6-dione